ClC1=CC=C(C(=N1)NC1=NC=NC=C1)[N+](=O)[O-] N-(6-chloro-3-nitropyridin-2-yl)pyrimidin-4-amine